CC=1N=C(C2=C(N1)C=NC=N2)N methylpyrimido[5,4-d]pyrimidin-4-amine